1-(2-bromo-4-methoxyphenyl)ethan-1-one BrC1=C(C=CC(=C1)OC)C(C)=O